tert-butyl ((2-(3-(3-(4-methyl-4H-1,2,4-triazol-3-yl)azetidin-3-yl)phenyl)-3-oxo-7-(trifluoromethyl)isoindolin-5-yl)methyl)(1-methylcyclobutyl)carbamate CN1C(=NN=C1)C1(CNC1)C=1C=C(C=CC1)N1CC2=C(C=C(C=C2C1=O)CN(C(OC(C)(C)C)=O)C1(CCC1)C)C(F)(F)F